N8-(3-chloro-5-(trifluoromethyl)phenyl)-9-(piperidin-4-yl)-N2-(tetrahydro-2H-pyran-4-yl)-9H-purine-2,8-diamine ClC=1C=C(C=C(C1)C(F)(F)F)NC=1N(C2=NC(=NC=C2N1)NC1CCOCC1)C1CCNCC1